NC1=CC(=C(C(=O)[O-])C=C1)CCCC1=C(C(=O)[O-])C=CC(=C1)N trimethylene-bis(4-aminobenzoate)